5-(3-(4-((1r,4r)-4-(4-amino-3-(4-phenoxyphenyl)-1H-pyrazolo[3,4-d]pyrimidine-1-yl)cyclohexyl)piperazin-1-yl)azetidin-1-yl)-6-fluoro-2-((S)-2,6-dioxopiperidin-3-yl)Isoindoline-1,3-dione NC1=C2C(=NC=N1)N(N=C2C2=CC=C(C=C2)OC2=CC=CC=C2)C2CCC(CC2)N2CCN(CC2)C2CN(C2)C=2C=C1C(N(C(C1=CC2F)=O)[C@@H]2C(NC(CC2)=O)=O)=O